di(aziridin-1-yl)phosphoryl chloride N1(CC1)P(=O)(N1CC1)Cl